Cl.N=1C(CN=CC1)=O pyrazin-2(3H)-one hydrochloride